1,4'-bipiperidin-4-ol N1(CCC(CC1)O)C1CCNCC1